FC=1C=C(C=C(C1)F)C(C)OC=1C=C2C(=NNC2=CC1)C1=NC2=C(N1)CN(C2)C2N(CCC(C2)C(=O)C2CC(N(CC2)C)N2CC=1NC(=NC1C2)C2=NNC1=CC=C(C=C21)OC(C)C2=CC(=CC(=C2)F)F)C (2-(5-(1-(3,5-Difluorophenyl)ethoxy)-1H-Indazol-3-yl)-4,6-Dihydropyrrolo[3,4-d]imidazol-5(1H)-yl)(1-Methylpiperidin-4-yl)keton